C(C)(C)C1=CC=C(C=C1)NC1=CC=C(C=C1)C(C)C Bis(4-isopropylphenyl)amine